BrC1=CC=C(C=C1)CO[C@@H]([C@H](CCC(N)=O)NC(OC(C)(C)C)=O)C tert-butyl N-[(3S,4R)-4-[(4-bromophenyl)methoxy]-1-carbamoylpentan-3-yl]carbamate